N-[6-(5-chloro-1,3-benzoxazol-2-yl)spiro[3.3]Heptane-2-yl]-1,1-dioxo-thiane-4-carboxamide ClC=1C=CC2=C(N=C(O2)C2CC3(CC(C3)NC(=O)C3CCS(CC3)(=O)=O)C2)C1